4-(Hydroxymethyl)-N,N-bis(4-methoxybenzyl)piperidine-1-sulfonamide OCC1CCN(CC1)S(=O)(=O)N(CC1=CC=C(C=C1)OC)CC1=CC=C(C=C1)OC